C(=C)CC(=O)O.C(=C)(C#N)C#N vinylidenecyanide vinylacetate